iodide ammonium salt [NH4+].[I-]